(2R,4aS,6aS,9S,10Z,12bR,14aS,14bR)-10-(cyanomethyl)-9-methoxy-2,4a,6a,9,12b,14a-hexamethyl-11-oxo-1,2,3,4,4a,5,6,6a,9,10,11,12b,13,14,14a,14b-hexadecahydropicene-2-carboxylic acid C(#N)CC1[C@](C2=CC=C3[C@]4(CC[C@]5(CC[C@](C[C@H]5[C@@]4(CC[C@]3(C2=CC1=O)C)C)(C(=O)O)C)C)C)(C)OC